C(C(C)C)C1=CCC(CC1)CCC=O 3-(4-isobutylcyclohex-3-en-1-yl)propanal